ethyl 3-(2-(5-chlorovaleryl)-1-phenylhydrazino)-3-oxopropanoate ClCCCCC(=O)NN(C1=CC=CC=C1)C(CC(=O)OCC)=O